O1C2=C(OC(C1([2H])[2H])([2H])[2H])C=C(C=C2)OC2CCN(CC2)C=2C(=C(C=1N(N2)C(C=C(N1)C(C)C)=O)C)C 7-(4-((2,3-dihydrobenzo[b][1,4]dioxin-6-yl-2,2,3,3-d4)oxy)piperidin-1-yl)-2-isopropyl-8,9-dimethyl-4H-pyrimido[1,2-b]pyridazin-4-one